1-(2-pyrimidinyl)homopiperazine N1=C(N=CC=C1)N1CCNCCC1